NC1=C(C(N(C(=N1)N1CCC2(CC1)[C@@H](C1=CC=CC=C1C2)N)C)=O)SC=2C(=NC=CC2)C(F)(F)F (S)-6-amino-2-(1-amino-1,3-dihydrospiro[indene-2,4'-piperidine]-1'-yl)-3-methyl-5-((2-(trifluoromethyl)pyridin-3-yl)thio)pyrimidin-4(3H)-one